3-(2-((3-acetamido-4-((4-methyl-5-nitrothiazol-2-yl)carbamoyl)phenyl)amino)ethoxy)propanoic acid C(C)(=O)NC=1C=C(C=CC1C(NC=1SC(=C(N1)C)[N+](=O)[O-])=O)NCCOCCC(=O)O